benzyl (S)-(3-((tert-butyldimethylsilyl)oxy)-1-(6-methoxy-4-(trifluoromethyl)pyridin-2-yl)-1-oxopropan-2-yl)carbamate [Si](C)(C)(C(C)(C)C)OC[C@@H](C(=O)C1=NC(=CC(=C1)C(F)(F)F)OC)NC(OCC1=CC=CC=C1)=O